CN1C(C=C(C=C1)C=1C=CC2=C(C1)OCC=1N=C(SC12)N(C1CC(NC(C1)(C)C)(C)C)C)=O 1-Methyl-4-(2-(methyl-(2,2,6,6-tetramethylpiperidin-4-yl)amino)-4H-chromeno[3,4-d]thiazol-7-yl)pyridin-2(1H)-one